7-((4-((3-(2,3-dihydroxybenzo[b][1,4]dioxin-6-yl)-2-methylbenzyl)oxy)-2-fluorobenzyl)amino)-N-hydroxyheptanamide OC1=C(OC2=C(O1)C=CC(=C2)C=2C(=C(COC1=CC(=C(CNCCCCCCC(=O)NO)C=C1)F)C=CC2)C)O